2,3-diisopropyl-2-methylsuccinic acid diethyl ester C(C)OC(C(C(C(=O)OCC)C(C)C)(C)C(C)C)=O